6-(pyrrolidinyl)nicotinamide N1(CCCC1)C1=NC=C(C(=O)N)C=C1